N(N)=C1C(C=C2C=CC(=CC2=C1)OC)C=C 3-oxo-9-(6-methoxy-2-naphthylethylene) hydrazone